2-(8-((2s,5r)-2,5-dimethyl-4-(1-(quinoxalin-6-yl)ethyl)piperazin-1-yl)-5-methyl-6-oxo-5,6-dihydroimidazo[1,2-b]pyridazin-2-yl)propionitrile C[C@@H]1N(C[C@H](N(C1)C(C)C=1C=C2N=CC=NC2=CC1)C)C=1C=2N(N(C(C1)=O)C)C=C(N2)C(C#N)C